3-Fluoro-N'-((1,2,3,5,6,7-hexahydro-s-indacen-4-yl)carbamoyl)-4-((methylamino)methyl)thiophene-2-sulfonimidamide FC1=C(SC=C1CNC)S(=O)(N)=NC(NC1=C2CCCC2=CC=2CCCC12)=O